5-(4-((S)-2-((S)-2-(6-(2,5-dioxo-2,5-dihydro-1H-pyrrol-1-yl)hexanamido)-3-methylbutanamido)propanamido)-2-(2H-tetrazol-5-yl)benzamido)pentanoic acid O=C1N(C(C=C1)=O)CCCCCC(=O)N[C@H](C(=O)N[C@H](C(=O)NC1=CC(=C(C(=O)NCCCCC(=O)O)C=C1)C=1N=NNN1)C)C(C)C